Cl.Cl.N[C@@H]1CN(C[C@@H](C1)C)C1=C(C=NC=C1)NC(=O)C=1C(=C(C(=CC1)F)C1=C(C=C(C=C1F)C1(CCOCC1)O)F)F N-(4-((3S,5R)-3-amino-5-methylpiperidin-1-yl)pyridin-3-yl)-2,2',6,6'-tetrafluoro-4'-(4-hydroxytetrahydro-2H-pyran-4-yl)-[1,1'-biphenyl]-3-carboxamide dihydrochloride